C(#N)C=1C=C(C=CC1)C1=CC(=NC=C1)NC(=O)C1CCN(CC1)C(=O)OC(C)(C)C tert-butyl 4-((4-(3-cyanophenyl)pyridin-2-yl)carbamoyl)piperidine-1-carboxylate